FC=1C=C2C(=CNC(C2=CC1F)=O)[C@@H](C)N(C(=O)NC1=CC=C(C=C1)F)CC |r| Racemic-1-(1-(6,7-difluoro-1-oxo-1,2-dihydroisoquinolin-4-yl)ethyl)-1-ethyl-3-(4-fluorophenyl)urea